O1CCOC2=C1C=CC(=C2)[C@H]2N(CC[C@@H]2NC(C(F)(F)F)=O)CC(C)C |r| N-[rac-(2R,3S)-2-(2,3-Dihydro-[1,4]benzodioxin-6-yl)-1-(2-methyl-propyl)-pyrrolidin-3-yl]-2,2,2-trifluoro-acetamide